4-(phenylethynyl)benzonitrile C1(=CC=CC=C1)C#CC1=CC=C(C#N)C=C1